O-(2-(tert-butoxy)ethyl)hydroxylamine hydrochloride Cl.C(C)(C)(C)OCCON